5-Bromo-1,3-dioxo-1H-benzo[de]isoquinolin-2(3H)-yl 4-methylbenzenesulfonate CC1=CC=C(C=C1)S(=O)(=O)ON1C(C2=CC=CC=3C2=C(C1=O)C=C(C3)Br)=O